CC1=C(OC=C1)CO methyl-furanmethanol